C(C1=CC=CC=C1)OC(=O)N1CCC(CC1)CCOCC1(CCN(CC1)C(=O)OC(C)(C)C)O tert-butyl 4-((2-(1-((benzyloxy) carbonyl) piperidin-4-yl) ethoxy) methyl)-4-hydroxypiperidine-1-carboxylate